COC[C@@H](C1=CC=CC=C1)NC(=O)C1=CC2=C(N=C(S2)C2CCNCC2)C=C1 (R)-N-(2-methoxy-1-phenylethyl)-2-(piperidin-4-yl)benzo[d]thiazole-6-carboxamide